ClC=1C=C(OC2=NC=C(C=N2)C=2C=C(C=NC2)NC2(CN(C2)C(C=C)=O)C)C=CC1 1-[3-[[5-[2-(3-chlorophenoxy)pyrimidin-5-yl]-3-pyridinyl]amino]-3-methyl-azetidin-1-yl]prop-2-en-1-one